ClC=1C=C(C=C(C1)OCC(F)(F)F)C1(CC1)NC(CC(C)(O)C1=C(C=C(C=C1)F)F)=O N-(1-(3-chloro-5-(2,2,2-trifluoroethoxy)phenyl)cyclopropyl)-3-(2,4-difluorophenyl)-3-hydroxybutanamide